hexafluoro-λ5-phosphanuide 1-[bis(dimethylamino)methylidene]-1H-1λ5-[1,2,3]triazolo[4,5-b]pyridin-3-ium-1-ylium-3-olate CN(C)C(=[N+]1N=[N+](C2=NC=CC=C21)[O-])N(C)C.F[P-](F)(F)(F)(F)F